C(CCCC)OCCCCCCN 6-pentoxyhexylamine